2-Hydroxycyclobutyl (8-amino-7-fluoro-6-(8-methyl-2,3-dihydro-1H-pyrido[2,3-b][1,4]oxazin-7-yl)isoquinolin-3-yl)carbamate NC=1C(=C(C=C2C=C(N=CC12)NC(OC1C(CC1)O)=O)C1=C(C2=C(OCCN2)N=C1)C)F